ClC=1C=C(C=C(C1)NS(=O)(=O)C)NC(=O)C=1C=NN(C1)C1=NC=C(N=C1)N1CC(N(CC1)C)=O N-(3-chloro-5-(methylsulfonamido)phenyl)-1-(5-(4-methyl-3-oxopiperazin-1-yl)pyrazin-2-yl)-1H-pyrazole-4-carboxamide